benzo[d]benzo[1,2-b:5,4-b']difuran O1C2=C(C=C1)C=C1C(OC3=C1C=CC=C3)=C2